3-(allyloxy)oxetane C(C=C)OC1COC1